C(C1=CC=CC=C1)OC=1C=C(C2=CC=CC=C2C1)C1=C(C=C2C(=NC(=NC2=C1)Cl)Cl)OC1=C(C#N)C=CC=C1 2-((7-(3-(benzyloxy)naphthalen-1-yl)-2,4-dichloroquinazolin-6-yl)oxy)benzonitrile